Trans-2,5-dimethylpiperazine C[C@@H]1NC[C@H](NC1)C